(R)-4-Bromo-3-(7-(4-chloro-3-(trifluoromethyl)benzoyl)-2-(isopropylamino)-6-methyl-4-oxo-5,6,7,8-tetrahydropyrido[3,4-d]pyrimidin-3(4H)-yl)-N,1-dimethyl-1H-pyrazole-5-carboxamide BrC=1C(=NN(C1C(=O)NC)C)N1C(=NC2=C(C1=O)C[C@H](N(C2)C(C2=CC(=C(C=C2)Cl)C(F)(F)F)=O)C)NC(C)C